O1C[C@H](CC1)N (3S)-oxolane-3-amine